C(C)(=O)N[C@H](C(=O)N[C@H](C(=O)OC(C)(C)C)CCC(C)(C)C)CC1=CN(C2=CC=CC=C12)C tert-butyl (2S)-2-((2S)-2-acetamido-3-(1-methyl-1H-indol-3-yl) propionylamino)-5,5-dimethylhexanoate